C(CC=CCC)OC(C1=CC=CC=C1)=O benzoic acid-3-hexenyl ester